((4-chloro-2-fluorobenzyl)oxy)-3-(trifluoromethyl)-5,8-dihydro-1,7-naphthyridine-7(6H)-carboxylic acid tert-butyl ester C(C)(C)(C)OC(=O)N1CCC=2C=C(C(=NC2C1)OCC1=C(C=C(C=C1)Cl)F)C(F)(F)F